4-(5-methylsulfanyl-1,3,4-oxadiazole-2-yl)aniline trifluoroacetic acid salt FC(C(=O)O)(F)F.CSC1=NN=C(O1)C1=CC=C(N)C=C1